COC(=O)C=1N=NC(=CC1NCC1=CC=C(C=C1)Cl)Cl 6-chloro-4-((4-chlorobenzyl)amino)pyridazine-3-carboxylic acid methyl ester